Dichlorohafnium [2',2'''-([2,2'-bipyridine]-6,6'-diyl)bis(3,5-di-tert-butyl-[1,1'-biphenyl]-2-olate)] N1=C(C=CC=C1C1=C(C=CC=C1)C=1C(=C(C=C(C1)C(C)(C)C)C(C)(C)C)[O-])C1=NC(=CC=C1)C1=C(C=CC=C1)C=1C(=C(C=C(C1)C(C)(C)C)C(C)(C)C)[O-].Cl[Hf+2]Cl